F[C@H]1[C@@]2(CCC[C@](CC1)(N2)C)C (1S,2R,3R,5R)-2-fluoro-1,5-dimethyl-9-azabicyclo[3.3.1]nonan